13-silapentadec-1-yl carbonate C(OCCCCCCCCCCCC[SiH2]CC)([O-])=O